1-(3-(2-amino-3-chloro-8,9-dihydropyrido[3',2':4,5]pyrrolo[1,2-a]pyrazin-7(6H)-yl)-3-oxopropoxy)propan NC=1C(=CC=2C=C3N(CCN(C3)C(CCOCCC)=O)C2N1)Cl